C[C@H]1C2=CN(N=C2C2=C(C1)OC(=C2C(F)(F)F)C(=O)NC[C@H]2OCCC2)CC2CCN(CC2)C(C(CC)=O)=O (4R)-4-Methyl-2-{[1-(2-oxobutanoyl)piperidin-4-yl]methyl}-N-{[(2S)-oxolan-2-yl]methyl}-8-(trifluoromethyl)-4,5-dihydro-2H-furo[2,3-g]indazol-7-carboxamid